methyl 4-chloro-1-(4-methoxybenzyl)-1H-pyrrolo[3,2-c]pyridine-7-carboxylate ClC1=NC=C(C2=C1C=CN2CC2=CC=C(C=C2)OC)C(=O)OC